1-benzyl 2-methyl (2R,3S,5S)-5-(((tert-butyldiphenylsilyl)oxy)methyl)-3-(N-(4-methoxybenzyl)methylsulfonamido)pyrrolidine-1,2-dicarboxylate [Si](C1=CC=CC=C1)(C1=CC=CC=C1)(C(C)(C)C)OC[C@@H]1C[C@@H]([C@@H](N1C(=O)OCC1=CC=CC=C1)C(=O)OC)N(S(=O)(=O)C)CC1=CC=C(C=C1)OC